C(C)(=O)C1=C(C=CC2=CC=CC=C12)OCC(=O)NS(=O)(=O)C1=C(C=C(C=C1C)C)C 2-((1-Acetylnaphthalen-2-yl)oxy)-N-(mesitylsulfonyl)acetamide